N-[3-(5-cyano-1H-pyrrolo[2,3-b]pyridine-3-carbonyl)-2,4-difluoro-phenyl]pyrrolidine C(#N)C=1C=C2C(=NC1)NC=C2C(=O)C=2C(=C(C=CC2F)N2CCCC2)F